naphthocyclopentane-1,3-dione C1(CC(C2=C1C1=CC=CC=C1C=C2)=O)=O